methyl 2-{[(tert-butoxy)carbonyl]amino}-2-(dimethoxyphosphoryl)acetate C(C)(C)(C)OC(=O)NC(C(=O)OC)P(=O)(OC)OC